N-(3-Chloro-1H-indol-7-yl)-1-(2-hydroxyethyl)pyrazol-4-sulfonamid ClC1=CNC2=C(C=CC=C12)NS(=O)(=O)C=1C=NN(C1)CCO